6-chloro-1-methyl-4-morpholinopyridin-2(1H)-one ClC1=CC(=CC(N1C)=O)N1CCOCC1